4-(benzylamino)-2-chloro-6,7-dihydropyrido[2,3-d]pyrimidine-8(5H)-carboxylic acid tert-butyl ester C(C)(C)(C)OC(=O)N1CCCC2=C1N=C(N=C2NCC2=CC=CC=C2)Cl